(1r,3r,5s)-8-(9-(4-chloro-1H-indazol-5-yl)-7H-imidazo[1,2-c]pyrrolo[3,2-e]pyrimidin-5-yl)-8-azabicyclo[3.2.1]octane-3-amine ClC1=C2C=NNC2=CC=C1C1=CNC2=C1C=1N(C(=N2)N2[C@H]3CC(C[C@@H]2CC3)N)C=CN1